ClC1=CC(=C(C(=O)NC2=CC(=C(C=C2)F)C)C=C1C(C(=O)N1CCC(CC1)O)(F)F)C 4-chloro-5-(1,1-difluoro-2-(4-hydroxypiperidin-1-yl)-2-oxoethyl)-N-(4-fluoro-3-methylphenyl)-2-methylbenzamide